CC(C)OC(CC)=O Propionic acid 2-propyl ester